3-pyridinecarboxylic acid, {2-[4-(2-methoxyphenyl)-1-piperazinyl]ethyl} ester N1=CC(=CC=C1)C(=O)OCCN1CCN(CC1)C1=C(C=CC=C1)OC